ethyl 2-(2-(4-bromophenyl)-1-(2-((tert-butoxycarbonyl)amino)ethyl)-1H-imidazol-4-yl)acetate BrC1=CC=C(C=C1)C=1N(C=C(N1)CC(=O)OCC)CCNC(=O)OC(C)(C)C